2-((1R,2S,6R)-6-amino-2-methylcyclohex-3-en-1-yl)-3-bromo-5-chloro-N-(thiophen-2-ylmethyl)thieno[3,2-b]pyridin-7-amine N[C@@H]1CC=C[C@@H]([C@H]1C1=C(C2=NC(=CC(=C2S1)NCC=1SC=CC1)Cl)Br)C